7-(2-((2-Methoxybenzyl)amino)ethyl)quinolin-2(1H)-one trifluoroacetate FC(C(=O)O)(F)F.COC1=C(CNCCC2=CC=C3C=CC(NC3=C2)=O)C=CC=C1